3-methoxy-1-oxopropan-2-ylcarbamate COCC(C=O)NC([O-])=O